2-(azepane-1-carbonyl)-N-(2-chloro-benzyl)-2,3-dihydro-benzo[1,4]dioxine-6-sulfonamide N1(CCCCCC1)C(=O)C1COC2=C(O1)C=CC(=C2)S(=O)(=O)NCC2=C(C=CC=C2)Cl